OC[C@H](C1=CC=CC=C1)NC1=CC(=NC=C1C=1OC(=NN1)C1=NC=CC=C1)NC=1N=CC2=C(N1)C(N(C2=O)C)(C)C (S)-2-((4-((2-hydroxy-1-phenylethyl)amino)-5-(5-(pyridin-2-yl)-1,3,4-oxadiazol-2-yl)pyridin-2-yl)amino)-6,7,7-trimethyl-6,7-dihydro-5H-pyrrolo[3,4-d]pyrimidin-5-one